methyl 4-bromo-2-cyano-5-[(1-methylpiperidin-4-yl)amino]furo[2,3-c]pyridine-7-carboxylate BrC1=C2C(=C(N=C1NC1CCN(CC1)C)C(=O)OC)OC(=C2)C#N